(S)-10-((5-Chloro-2-((R)-3-methylpyrrolidin-1-yl)pyrimidin-4-yl)amino)-2-cyclopropyl-3,3-difluoro-7-methyl-1,2,3,4-tetrahydro-[1,4]oxazepino[2,3-c]chinolin-6(7H)-on ClC=1C(=NC(=NC1)N1C[C@@H](CC1)C)NC1=CC=2C3=C(C(N(C2C=C1)C)=O)OCC([C@@H](N3)C3CC3)(F)F